C/C(/CCC1OCCO1)=C\C1=CC=C(C=C1)C (E)-2-(3-methyl-4-(p-tolyl)butan-3-en-1-yl)-1,3-dioxolan